5-propynyl-cytidine C(#CC)C=1C(=NC(N([C@H]2[C@H](O)[C@H](O)[C@@H](CO)O2)C1)=O)N